C(C)(C)(C)N(C(O)=O)CC1CNC=2N(C1)N=CC2C2=CC=C(C=C2)C(F)(F)F.CC=CC(=O)N2CCCCC2 N-(methyl)acryloyl-piperidine tert-butyl-((3-(4-(trifluoromethyl)phenyl)-4,5,6,7-tetrahydropyrazolo[1,5-a]pyrimidin-6-yl)methyl)carbamate